5-(1-aminobut-3-yn-1-yl)pyridin-3-amine NC(CC#C)C=1C=C(C=NC1)N